tert-butyl N-[(4S)-1'-(7-bromo-6-methyl-pyrazolo[1,5-a]pyrazin-4-yl)-2-chloro-spiro[4,6-dihydrocyclopenta[d]thiazole-5,4'-piperidine]-4-yl]carbamate BrC1=C(N=C(C=2N1N=CC2)N2CCC1(CC2)CC2=C(N=C(S2)Cl)[C@H]1NC(OC(C)(C)C)=O)C